BrC1=NC=2C=C(C=CC2C2=C1COC2)CN(C(=O)C=2C=NC(=CC2)OC2CC2)C2=C(C=C(C=C2)F)S(=O)(=O)C N-({4-bromo-1H,3H-furo[3,4-c]quinolin-7-yl}methyl)-6-cyclopropoxy-N-(4-fluoro-2-methanesulfonylphenyl)pyridine-3-carboxamide